tert-butyl 8-(4-chloro-2-fluoro-phenyl)-2-azaspiro[4.5]dec-7-ene-2-carboxylate ClC1=CC(=C(C=C1)C1=CCC2(CCN(C2)C(=O)OC(C)(C)C)CC1)F